1-azaindolizine N=1C=CN2C=CC=CC12